N-(2-((1S,3S,5S)-3-Cyano-2-azabicyclo[3.1.0]hexan-2-yl)-2-oxoethyl)-7-(1-cyanocyclopropyl)quinoline-4-carboxamide C(#N)[C@H]1N([C@H]2C[C@H]2C1)C(CNC(=O)C1=CC=NC2=CC(=CC=C12)C1(CC1)C#N)=O